COC(=O)C1=NC=C(C=C1)N1CCC(CC1)C(OCCCC)OCCCC.BrC1CNCCC1 3-bromopiperidine Methyl-5-[4-(dibutoxymethyl)piperidin-1-yl]pyridine-2-carboxylate